3-CYCLOPROPOXY-5-(METHYLAMINO)PICOLINALDEHYDE C1(CC1)OC=1C(=NC=C(C1)NC)C=O